3-methoxy-6,7-dihydro-5H-benzo[7]annulen-9-yl trifluoromethanesulfonate FC(S(=O)(=O)OC1=CCCCC2=C1C=CC(=C2)OC)(F)F